[4-amino-2-(4-fluoroanilino)-1,3-thiazol-5-yl](4-fluorophenyl)methanone NC=1N=C(SC1C(=O)C1=CC=C(C=C1)F)NC1=CC=C(C=C1)F